ClC1=C(C=CC(=C1)F)NC1=NC=C(C(=N1)N1C=C(C=C1)C(=O)NC(CO)C1=CC(=CC=C1)Cl)C 1-(2-((2-chloro-4-fluorophenyl)amino)-5-methylpyrimidin-4-yl)-N-(1-(3-chlorophenyl)-2-hydroxyethyl)-1H-pyrrole-3-amide